((3S,7aS)-3-(ethoxymethyl)tetrahydro-1H-pyrrolizin-7a(5H)-yl)methanol C(C)OC[C@@H]1CC[C@@]2(CCCN12)CO